NC=1SC=2C(=NC=C(N2)C2=CC=C(C=C2)C(C)=O)N1 1-[4-(2-aminothiazolo[4,5-b]pyrazin-6-yl)phenyl]ethanone